COC1=CC(=C(C=C1)NC1=CC2=C(C=N1)N(C(N2CC2CCN(CC2)C)=O)C)C 6-((4-methoxy-2-methylphenyl)amino)-3-methyl-1-((1-methylpiperidin-4-yl)methyl)-1,3-dihydro-2H-imidazo[4,5-c]pyridin-2-one